2-(difluoromethyl)-3-fluorobenzaldehyde FC(C1=C(C=O)C=CC=C1F)F